methyl 2-(3-((tetrahydro-2H-pyran-2-yl)oxy)-1-(5-(trifluoromethyl)pyrimidin-2-yl)piperidin-4-yl)acetate O1C(CCCC1)OC1CN(CCC1CC(=O)OC)C1=NC=C(C=N1)C(F)(F)F